N[C@H](CC1=CNC2=CC=CC=C12)C(=O)O Ds-tryptophan